(12R)-11-cyclopropyl-4-fluoro-12-(hydroxymethyl)-8-(6-methoxy-3-pyridyl)-1,6,11-triazatricyclo[7.4.0.02,7]trideca-2(7),3,5,8-tetraen-10-one C1(CC1)N1C(C2=C(C=3N=CC(=CC3N2C[C@@H]1CO)F)C=1C=NC(=CC1)OC)=O